(2R,3S)-3-((5-fluoro-2-(2-methoxy-7-methylquinoxalin-5-yl)benzo[d]thiazol-6-yl)oxy)butan-2-yl (2-carbamoylpyridin-4-yl)carbamate C(N)(=O)C1=NC=CC(=C1)NC(O[C@H](C)[C@H](C)OC1=CC2=C(N=C(S2)C2=C3N=CC(=NC3=CC(=C2)C)OC)C=C1F)=O